C(=O)O.ClC=1C=CC=2N(C1)C=C(N2)COC2=CC(=NC=N2)NCC2=C(C=C(C(N)=N)C=C2C)C 4-(((6-((6-chloroimidazo[1,2-a]pyridin-2-yl)methoxy)pyrimidin-4-yl)amino)methyl)-3,5-dimethylbenzimidamide formic acid salt